ClC=1C=CC(=C(C1)C1=CC(N(C=C1OC)C(C(=O)O)F)=O)C#N 2-(4-(5-chloro-2-cyanophenyl)-5-methoxy-2-oxopyridin-1(2H)-yl)-2-fluoroacetic acid